3-((5S,8R)-2-((S)-2-methylazetidin-1-yl)-5,6,7,8-tetrahydro-5,8-methanoquinazolin-4-yl)benzamide C[C@@H]1N(CC1)C1=NC=2[C@@H]3CC[C@H](C2C(=N1)C=1C=C(C(=O)N)C=CC1)C3